(1R,3S)-3-((4-((S)-1-(4-(3-amino-6-(2-hydroxyphenyl)pyridazin-4-yl)-1H-pyrazol-1-yl)ethyl)piperidin-1-yl)methyl)cyclobutanecarboxylic acid NC=1N=NC(=CC1C=1C=NN(C1)[C@H](C)C1CCN(CC1)CC1CC(C1)C(=O)O)C1=C(C=CC=C1)O